methyl (1r,4S)-4-(3-chloroanilino)-2'-[(2S)-2-(hydroxymethyl)butyl]spiro[cyclohexane-1,1'-indene]-4-carboxylate ClC=1C=C(NC2(CCC3(C(=CC4=CC=CC=C34)C[C@H](CC)CO)CC2)C(=O)OC)C=CC1